NC1=NC=C(C=2C1=CN(N2)C2OCCCC2)NC(=O)C(=O)N(CC2=NC=C(C=C2)F)CC2=NC=C(C=C2C)F N-(4-amino-2-tetrahydropyran-2-yl-pyrazolo[4,3-c]pyridin-7-yl)-N'-[(5-fluoro-3-methyl-2-pyridyl)methyl]-N'-[(5-fluoro-2-pyridyl)methyl]oxamide